5-Amino-2-bromo-4-(trifluoromethyl)benzoic acid NC=1C(=CC(=C(C(=O)O)C1)Br)C(F)(F)F